(3S)-1-acetylpiperidin C(C)(=O)N1CCCCC1